(R)-6-nitro-2-(pyrrolidin-2-yl)-3-(4-(trifluoromethoxy)phenyl)quinazolin-4(3H)-one [N+](=O)([O-])C=1C=C2C(N(C(=NC2=CC1)[C@@H]1NCCC1)C1=CC=C(C=C1)OC(F)(F)F)=O